Myristyl Ether HCl Cl.C(CCCCCCCCCCCCC)OCCCCCCCCCCCCCC